4-(pyridin-2-yldisulfanyl)-2-sulfobutyric acid N1=C(C=CC=C1)SSCCC(C(=O)O)S(=O)(=O)O